ClC1=NC(=C(C(=C1Cl)S(=O)(=O)C)Cl)Cl 2,3,5,6-tetrachloro-4-methanesulfonyl-pyridine